3-{4-[(2-amino-4-pyrimidinyl)oxy]-3-ethylphenyl}-1-[5-(1,1,1-trifluoro-2-methyl-2-propanyl)-1,2-oxazol-3-yl]-2,4-imidazolidinedione NC1=NC=CC(=N1)OC1=C(C=C(C=C1)N1C(N(CC1=O)C1=NOC(=C1)C(C(F)(F)F)(C)C)=O)CC